Tetra-n-butyl-ammonium 3-hydroxypyridine salt OC=1C=NC=CC1.C(CCC)[N+](CCCC)(CCCC)CCCC